C1(=CC=CC=C1)C=1C=C(C2=C(C=[13CH]S2)C1)N1C(=CC2=CC=CC=C12)C1=CC=CC=C1 5-phenyl-7-(2-phenyl-1H-1-indolyl)benzothiophene-13C